1-[3-[(1S)-1-hydroxyethyl]-6-[6-[(6-methylpyridazin-3-yl)amino]benzimidazol-1-yl]-2-pyridyl]-5-methyl-pyrazole-3-carbonitrile O[C@@H](C)C=1C(=NC(=CC1)N1C=NC2=C1C=C(C=C2)NC=2N=NC(=CC2)C)N2N=C(C=C2C)C#N